N-(2-(4-Cyanothiazolidin-3-yl)-2-oxoethyl)-6-((2,5-dimethyl-2H-1,2,3-triazol-4-yl)methyl)quinoline-4-carboxamide C(#N)C1N(CSC1)C(CNC(=O)C1=CC=NC2=CC=C(C=C12)CC1=NN(N=C1C)C)=O